CC1(OB(OC1(C)C)C1=CC(=NC=C1)NC(OC(C)(C)C)=O)C tert-butyl N-[4-(4,4,5,5-tetramethyl-1,3,2-dioxaborolan-2-yl)-2-pyridyl]carbamate